C(C)(C)(C)OC(=O)NCCCN1CC(CCC1)C(=O)O 1-{3-[(tert-butoxycarbonyl)amino]propyl}-piperidine-3-carboxylic acid